3-bromo-2-(4-bromophenyl)-6-methoxy-1-benzothiophene BrC1=C(SC2=C1C=CC(=C2)OC)C2=CC=C(C=C2)Br